6-(2-chlorophenyl)-2-{[4,4-dimethyl-2-(propan-2-yl)-1,2,3,4-tetrahydroisoquinolin-7-yl]amino}imidazo[1,2-a]pyrimido[5,4-e]pyrimidin-5(6H)-one ClC1=C(C=CC=C1)N1C=2N(C3=C(C1=O)C=NC(=N3)NC3=CC=C1C(CN(CC1=C3)C(C)C)(C)C)C=CN2